[Si](C)(C)(C(C)(C)C)OCCC1(CCN(CC1)C1=CC=C(C=C1)B(O)O)O [4-[4-[2-[tert-butyl(dimethyl)silyl]oxyethyl]-4-hydroxy-1-piperidyl]phenyl]boronic acid